1-[(3S,5R)-5-(hydroxymethyl)-1-(prop-2-ynyl)pyrrolidin-3-yl]-5-(methylamino)pyrazole-4-carboxamide OC[C@H]1C[C@@H](CN1CC#C)N1N=CC(=C1NC)C(=O)N